CC1=C(C=CC=C1C)N1CCN(CC1)C(CN1N=C(C2=C1C[C@@H]1[C@H]2C1)C(=O)N1C(COCC1)CO)=O 1-[4-(2,3-Dimethylphenyl)piperazin-1-yl]-2-{(3bR,4aR)-3-[3-(hydroxymethyl)morpholin-4-carbonyl]-3b,4,4a,5-tetrahydro-1H-cyclopropa[3,4]cyclopenta[1,2-c]pyrazol-1-yl}ethan-1-on